O1C(OCC1)C[C@@]1(CN(CCC1)S(=O)(=O)C1=CC=C(C)C=C1)CC (R)-3-((1,3-dioxolan-2-yl)methyl)-3-ethyl-1-tosylpiperidine